3-(1,3-dimethyl-1H-pyrazol-5-yl)-6-methoxy-5H-pyrido[4,3-b]indole-8-carboxylic acid methyl ester COC(=O)C1=CC=2C3=C(NC2C(=C1)OC)C=C(N=C3)C3=CC(=NN3C)C